Octyloxyglycerol C(CCCCCCC)OC(O)C(O)CO